(3R,4R)-1-tert-butoxycarbonyl-3-hydroxy-piperidine-4-carboxylic acid C(C)(C)(C)OC(=O)N1C[C@@H]([C@@H](CC1)C(=O)O)O